N-[1-(2-{[2-(dimethylcarbamoyl)ethyl](methyl)amino}quinolin-4-yl)ethyl]-2-methylbenzamide CN(C(=O)CCN(C1=NC2=CC=CC=C2C(=C1)C(C)NC(C1=C(C=CC=C1)C)=O)C)C